FC1=C(C=CC(=C1)C)C=1CSC2=CC(=CC=C2C1C1=CC=C(C=C1)O[C@@H]1CN(CC1)CCCF)O 3-(2-fluoro-4-methyl-phenyl)-4-[4-[(3S)-1-(3-fluoropropyl)pyrrolidin-3-yl]oxyphenyl]-2H-thiochromen-7-ol